C123OB(OC14CC(CC(C2)C4)C3)C=3C=CC(=C(C3)C3=CC=C4C(=CN=NC4=C3)N)OC 7-(5-{2,4-DIOXA-3-BORATETRACYCLO[5.3.1.15,9.01,5]DODECAN-3-YL}-2-METHOXYPHENYL)CINNOLIN-4-AMINE